ClC1=CC=C2C(=CNC2=C1)S(=O)(=O)[N-]C=1C(=NC(=C(C1)F)Cl)F 6-chloro-N-(6-chloro-2,5-difluoropyridin-3-yl)-1H-indole-3-sulfonylamide